7-(Cyclohexylmethyl)-5,6,7,8-tetrahydro-1,6-naphthyridin-2-ol C1(CCCCC1)CC1NCC=2C=CC(=NC2C1)O